FC(C1=C(C(=O)O)C=CC=C1C(F)(F)F)(F)F 2,3-bis(trifluoromethyl)benzoic acid